N-(2-methoxyphenyl)-2-(6-oxo-3-(thiophen-2-yl)pyridazin-1(6H)-yl)acetamide COC1=C(C=CC=C1)NC(CN1N=C(C=CC1=O)C=1SC=CC1)=O